OC=1C=C(C=CC1)S(=O)O 3-Hydroxybenzenesulfinic acid